BrC1=CC=C(C=C1)N1C=NC(=C1C)CC 1-(4-bromophenyl)-4-ethyl-5-methyl-1H-imidazole